C(C)OC(CCCCC=CC=C)OCC 1,1-diethoxy-6,8-nonadiene